ClC=1C(=C(C(=O)NC[C@H]2N(CCC2)CCCCNCCC(C2=CC=CC=C2)(C2=CC=CC=C2)C#N)C(=C(C1)CC)O)OC (S)-3-Chloro-N-((1-(4-((3-cyano-3,3-diphenylpropyl)amino)butyl)pyrrolidin-2-yl)methyl)-5-ethyl-6-hydroxy-2-methoxybenzamide